N[C@@H](C(C)C)C(=O)N[C@@H](CCCCN)C(=O)O Valyl-Lysine